C(C)(=O)O.OC1=CC=CC=C1 4-hydroxylbenzene Acetate